N-(3-Cyclopropylpyridin-2-yl)-3-(5-isopropoxypyridin-2-yl)-1,2,4-thiadiazol C1(CC1)C=1C(=NC=CC1)N1SC=NC1C1=NC=C(C=C1)OC(C)C